COC(C1=CC=CC=C1)NC(CC(C)=O)=O N-(methoxybenzyl)-3-oxobutanamide